CC1CCC=2N(C1)C(=CN2)C(=O)NC2=CC(=C(C=C2)C)C=2C=NC1=CC(=NC=C1C2)NC 6-methyl-N-(4-methyl-3-(7-(methylamino)-1,6-naphthyridin-3-yl)phenyl)-5,6,7,8-tetrahydroimidazo[1,2-a]pyridine-3-carboxamide